NCC=1C=[N+](N(C1)CCC(=O)N)C 3-[4-(aminomethyl)-2-methyl-pyrazol-2-ium-1-yl]propanamide